oxomorphine CN1CC[C@]23[C@@H]4[C@H]1C(=O)C5=C2C(=C(C=C5)O)O[C@H]3[C@H](C=C4)O